CN1C=CC2=CC(=CC=C12)C(=O)N 1-methyl-1H-indole-5-carboxamide